tert-butyl (S)-6-(((tert-butyldimethylsilyl) oxy) methyl)-3,3-dimethyl-2,4-dioxopiperidine-1-carboxylate [Si](C)(C)(C(C)(C)C)OC[C@@H]1CC(C(C(N1C(=O)OC(C)(C)C)=O)(C)C)=O